(R)-1-(2,5-difluoropyridin-3-yl)ethyl (4-(5-(3-cyano-1-(2,2,2-trifluoroethyl)azetidine-3-carboxamido)pyridin-2-yl)-1-methyl-1H-1,2,3-triazol-5-yl)carbamate C(#N)C1(CN(C1)CC(F)(F)F)C(=O)NC=1C=CC(=NC1)C=1N=NN(C1NC(O[C@H](C)C=1C(=NC=C(C1)F)F)=O)C